C[C@@H]1CCC=CC1 (R)-3-Methyl-2,3-dihydro-1H-benzol